(1r,2s,3s,5s)-2-fluoro-3-((3-(methylsulfanyl)-1,2,4-triazin-6-yl)amino)-8-azabicyclo[3.2.1]octane-8-carboxylic acid tert-butyl ester C(C)(C)(C)OC(=O)N1[C@H]2[C@H]([C@H](C[C@@H]1CC2)NC2=CN=C(N=N2)SC)F